2,4-dichloro-7-(4-((2R,6S)-2,6-dimethylmorpholino)phenyl)-5,5-dimethyl-5,7-dihydro-6H-pyrrolo[2,3-d]pyrimidin-6-one ClC=1N=C(C2=C(N1)N(C(C2(C)C)=O)C2=CC=C(C=C2)N2C[C@H](O[C@H](C2)C)C)Cl